1-[5-(5-chloro-2-methoxypyridin-4-yl)-1H-pyrazole-3-carbonyl]-N-(1,3-dioxane-5-yl)piperidine-4-carboxamide methyl-(S)-3-(4-(benzyloxy)phenyl)-2-hydroxypropanoate COC([C@H](CC1=CC=C(C=C1)OCC1=CC=CC=C1)O)=O.ClC=1C(=CC(=NC1)OC)C1=CC(=NN1)C(=O)N1CCC(CC1)C(=O)NC1COCOC1